N1C(CCC1)C1CC(=CC2=CC[C@H]3[C@@H]4CCC([C@@]4(C)CC[C@@H]3[C@@]12C)=O)C1NCCC1 1,3-ditetrahydropyrrolyl-androsta-3,5-dien-17-one